5-(1-(3,5-difluorophenyl)ethoxy)-3-(5-(1-ethylpiperidin-3-yl)-1,4,5,6-tetrahydropyrrolo[3,4-d]imidazol-2-yl)-1H-indazole FC=1C=C(C=C(C1)F)C(C)OC=1C=C2C(=NNC2=CC1)C1=NC2=C(N1)CN(C2)C2CN(CCC2)CC